5-((1-(4-((1S,5R)-3-Methyl-3,6-diazabicyclo[3.2.0]heptan-6-yl)phenyl)-1H-imidazol-4-yl)amino)pyrazine-2-carbonitrile CN1C[C@H]2CN([C@H]2C1)C1=CC=C(C=C1)N1C=NC(=C1)NC=1N=CC(=NC1)C#N